6-(trifluoromethyl)-4-(1-((2-(trimethylsilyl)ethoxy)methyl)-1H-1,2,4-triazol-3-yl)pyridine FC(C1=CC(=CC=N1)C1=NN(C=N1)COCC[Si](C)(C)C)(F)F